Cl.NC(CC(=O)O)C=O.NC(CC(=O)O)C=O bis(3-Amino-4-oxobutanoic acid) hydrochloride